F[C@@H]1CN(C[C@H]1F)C(=O)[C@@H]1CCCC=2N1C(N(N2)CC=2C=NC(=CC2)C(F)(F)F)=O (5S)-5-{[trans-3,4-Difluoropyrrolidin-1-yl]carbonyl}-2-{[6-(trifluoromethyl)pyridin-3-yl]methyl}-5,6,7,8-tetrahydro[1,2,4]triazolo[4,3-a]pyridin-3(2H)-on